(5-(5-methyl-1H-pyrrolo[2,3-b]pyridin-3-yl)pyrazolo[1,5-a]pyridin-3-yl)(piperidin-1-yl)methanone CC=1C=C2C(=NC1)NC=C2C2=CC=1N(C=C2)N=CC1C(=O)N1CCCCC1